CN1N(CC(=C1C=1C=C2N=CC=NC2=CC1)C1=CC(=NC=C1)C)C 1,2-dimethyl-4-(2-methylpyridin-4-yl)-5-(quinoxalin-6-yl)-1H-pyrazol